1-Piperazine-carboxylic acid N1(CCNCC1)C(=O)O